(9Z)-eicosa-9-enoic acid C(CCCCCCC\C=C/CCCCCCCCCC)(=O)O